C(C)(C)(C)C=1C=NC2=C3N=CC=CC3=CC=C2C1 3-tert-butyl-1,10-phenanthroline